O1N=C(N=C1)C=1C=C(N)C=CC1 3-(1,2,4-oxadiazol-3-yl)aniline